1-Cyclopropyl-2-(4-propylpyrimidin-5-yl)-1H-benzo[d]imidazol-6-carbonitril C1(CC1)N1C(=NC2=C1C=C(C=C2)C#N)C=2C(=NC=NC2)CCC